methyl (6S)-5-azaspiro[2.4]heptane-6-carboxylate hydrochloride Cl.C1CC12CN[C@@H](C2)C(=O)OC